3-(Imidazo[1,2-b]pyridazin-3-ylethynyl)-4-methyl-N-(2-oxo-4-(trifluoromethyl)-2H-chromen-7-yl)benzamide N=1C=C(N2N=CC=CC21)C#CC=2C=C(C(=O)NC1=CC=C3C(=CC(OC3=C1)=O)C(F)(F)F)C=CC2C